COC(=O)C1(OC1)C Methyl-2-methyloxirane-2-carboxylate